FC1=CC2=C(N=C(N2)C=O)C=C1 5-fluorobenzimidazole-2-carbaldehyde